BrC=1C=C(C(=C(C(=O)OC)C1)N[C@@H](C)CCCCNC(=O)OC(C)(C)C)[N+](=O)[O-] methyl (S)-5-bromo-2-((6-((tert-butoxycarbonyl)amino)hexan-2-yl)amino)-3-nitrobenzoate